1-(2-((tert-butyldimethylsilyl)oxy)ethyl)-3-(isoquinolin-4-yl)-6-(trifluoromethyl)quinazoline-2,4(1H,3H)-dione [Si](C)(C)(C(C)(C)C)OCCN1C(N(C(C2=CC(=CC=C12)C(F)(F)F)=O)C1=CN=CC2=CC=CC=C12)=O